C(C)(C)(C)OC(=O)N1[C@@H](CCC1)C(=O)N1C=NC=C1 (2S)-2-(imidazole-1-carbonyl)pyrrolidine-1-carboxylic acid tert-butyl ester